(Z)-(3-(4-bromophenyl)thiazol-2(3H)-ylidene)carbamic acid ethyl ester C(C)OC(\N=C\1/SC=CN1C1=CC=C(C=C1)Br)=O